(naphthalen-2-yl)pentan-1-amine C1=C(C=CC2=CC=CC=C12)C(CCCC)N